2-(2-(4-(4-Isopropyl-5-(8-methyl-[1,2,4]triazolo[1,5-a]pyridin-6-yl)-1H-pyrazol-3-yl)phenyl)pyrrolidin-1-yl)-N,N-dimethylacetamide C(C)(C)C=1C(=NNC1C=1C=C(C=2N(C1)N=CN2)C)C2=CC=C(C=C2)C2N(CCC2)CC(=O)N(C)C